C1(=CC=CC=C1)C=1OC(=C(N1)C1=CC=CC=C1)C1=CC=CC=C1 2,4,5-Triphenyloxazole